C1(CC1)C1=NC=C(C(=N1)OC[C@@H]1CN(CC1)C=1C=C2C(=NC1)C=CS2)C#N (S)-2-cyclopropyl-4-((1-(thieno[3,2-b]pyridin-6-yl)pyrrolidin-3-yl)methoxy)pyrimidine-5-carbonitrile